NC1=C(C(=CC2=CC=CC=C12)N)N 1,2,3-triaminonaphthalene